ClC(C1=NC(=NO1)C1=CC=C(CP(NC2=CC=C(C=C2)C)(=O)C)C=C1)(F)F P-(4-(5-(chlorodifluoromethyl)-1,2,4-oxadiazol-3-yl)benzyl)-P-methyl-N-(p-tolyl)phosphinic amide